Methyl (S)-3-(4-cyanophenyl)-2-(2-(1-(3-(3-fluorophenyl)propanoyl)piperidin-4-yl)acetamido)propanoate C(#N)C1=CC=C(C=C1)C[C@@H](C(=O)OC)NC(CC1CCN(CC1)C(CCC1=CC(=CC=C1)F)=O)=O